N'-(2-chloro-4-(3-((3-fluorobenzyl)oxy)oxetan-3-yl)-5-methylphenyl)-N-ethyl-N-methylformimidamide ClC1=C(C=C(C(=C1)C1(COC1)OCC1=CC(=CC=C1)F)C)N=CN(C)CC